O1C(COCC1)CO 1,4-Dioxan-2-ylmethanol